C(CCCCC(=O)OC(CC1OCC1(CC)OC)CC1OCC1(OC)CC)(=O)OC(CC1OCC1(CC)OC)CC1OCC1(OC)CC bis(1,3-bis(3-methoxy-3-ethyloxetanyl) 2-propyl) adipate